C(C)C1=C(C=C(C(=O)O)C=C1)S(NC1=C(C=CC(=C1)C=1C=NNC1)N1CCCCC1)(=O)=O 4-Ethyl-3-(N-(2-(piperidin-1-yl)-5-(pyrazol-4-yl)phenyl)sulfamoyl)benzoic acid